(S)-5-(4-(4-amino-2-cyanophenyl)-1H-1,2,3-triazol-1-yl)-2-(((benzyloxy)carbonyl)amino)-pentanoic acid methyl ester COC([C@H](CCCN1N=NC(=C1)C1=C(C=C(C=C1)N)C#N)NC(=O)OCC1=CC=CC=C1)=O